5-fluoro-2-(p-tolylmethoxy)pyrimidin-4-amine FC=1C(=NC(=NC1)OCC1=CC=C(C=C1)C)N